(E)-3-bromo-N-(4-bromo-2-((hydroxyimino)methyl)-6-(methylthio)phenyl)-1-(3-chloropyridin-2-yl)-1H-pyrazole-5-carboxamide BrC1=NN(C(=C1)C(=O)NC1=C(C=C(C=C1SC)Br)/C=N/O)C1=NC=CC=C1Cl